nickel, cerium salt [Ce].[Ni]